CC=1N=C(C(=C(C(=O)O)C1Cl)Cl)C(F)(F)F methyl-3,5-dichloro-2-(trifluoromethyl)isonicotinic acid